4-((1-(3,3-difluoro-2,3-dihydrobenzofuran-7-yl)ethyl)amino)-2,6-dimethyl-6H-[1,4]oxazin FC1(COC2=C1C=CC=C2C(C)NN2C=C(OC(C2)C)C)F